2-methyl-4,4,4-trifluorobutanol CC(CO)CC(F)(F)F